3-(1,1-difluoro-2-oxo-2-((pyridin-4-ylmethyl)amino)ethyl)-N-(3,4-difluorophenyl)-4-fluorobenzamide FC(C(NCC1=CC=NC=C1)=O)(F)C=1C=C(C(=O)NC2=CC(=C(C=C2)F)F)C=CC1F